The molecule is an acyl-CoA that results from the formal condensation of the thiol group of coenzyme A with the carboxy group of 1,4-dihydroxy-2-naphthoic acid. It has a role as an Escherichia coli metabolite. It is an acyl-CoA and a naphthohydroquinone. It derives from a 1,4-dihydroxy-2-naphthoic acid. It is a conjugate acid of a 1,4-dihydroxy-2-naphthoyl-CoA(4-). CC(C)(COP(=O)(O)OP(=O)(O)OC[C@@H]1[C@H]([C@H]([C@@H](O1)N2C=NC3=C(N=CN=C32)N)O)OP(=O)(O)O)[C@H](C(=O)NCCC(=O)NCCSC(=O)C4=C(C5=CC=CC=C5C(=C4)O)O)O